C(C)(C)OC(=O)C1(OC2=C(C1)C=CC=C2)C(=O)OC(C)C.CN(C2=CC=C(C=N2)C2=CC=C(C=C2)C=2SC1=C(N2)C=CC(=C1)NC(CC)=O)C N-[2-[4-[6-(dimethylamino)pyridin-3-yl]phenyl]-1,3-benzothiazol-6-yl]propionamide Diisopropyl-benzofuran-2,2-dicarboxylate